FC1=C(C=CC=2N(C(=NC21)C2=CC=C(C=C2)S(=O)(=O)C)C)C2CCN(CC2)C2CCN(CC2)CC(C)C 4-fluoro-5-(1'-isobutyl-[1,4'-bipiperidin]-4-yl)-1-methyl-2-(4-(methylsulfonyl)phenyl)-1H-benzo[d]imidazole